C(C1=CC=CC=C1)OC=1C(=C(C=C(C1)CC1=CC=C(C=C1)S(=O)(=O)[O-])CC1=CC=C(C=C1)S(=O)(=O)[O-])C1=C(C=CC=C1)C(=O)N1CC2=CC(=CC=C2CC1)CNC1COC1 5-(benzyloxy)-4-(7-((oxetan-3-ylamino) methyl)-1,2,3,4-tetrahydroisoquinoline-2-carbonylPhenyl)-1,3-phenylenebis(4-toluenesulfonate)